1-(3-bromopropyl)piperidine tert-butyl-(6S,9S)-9-carbamoyl-5-oxo-4,8-diazadispiro[2.2.46.23]dodecane-8-carboxylate C(C)(C)(C)OC(=O)N1C[C@@]2(C(NC3(CC3)CC2)=O)C[C@H]1C(N)=O.BrCCCN1CCCCC1